phenylallyldipropylammonium hydroxide [OH-].C1(=CC=CC=C1)C=CC[NH+](CCC)CCC